C1(CC1)C1=C(C=CC(=C1)F)N(C(=O)C=1C=NN(C1)CCCCN1C(C2=CC=CC(=C2C1=O)F)=O)C1=CC=C(C2=NON=C21)[N+](=O)[O-] N-(2-cyclopropyl-4-fluorophenyl)-1-(4-(4-fluoro-1,3-dioxoisoindol-2-yl)butyl)-N-(7-Nitrobenzo[c][1,2,5]oxadiazol-4-yl)-1H-pyrazole-4-carboxamide